Cl.Cl.N1C[C@@H](CC1)NC=1C=NC=CC1 N-[(3R)-pyrrolidin-3-yl]pyridin-3-amine dihydrochloride